(4-bromo-2-methyl-pyrazol-3-yl)-7,8-dihydro-6H-indolizin-5-one BrC1=C(N(N=C1)C)C=1C=CN2C(CCCC12)=O